O1CN=CC=C1N [1,3]oxazin-6-amine